N-(5-cyanopyridin-2-yl)-1,5,7-trimethyl-4-oxo-4,5-dihydro-1H-pyrrolo[3,2-c]pyridine-3-carboxamide C(#N)C=1C=CC(=NC1)NC(=O)C1=CN(C2=C1C(N(C=C2C)C)=O)C